ClC1=CC=C(OC[C@@H]2CN([C@H](O2)C(F)(F)F)C2=CC(=C(C#N)C=C2)C(F)(F)F)C=C1 4-((2R,5S)-5-((4-Chlorophenoxy)methyl)-2-(trifluoromethyl)oxazolidin-3-yl)-2-(trifluoromethyl)benzonitril